6-bromo-4-ethyl((2-((tert-butoxycarbonyl)amino)ethyl)amino)-5,7-difluoroquinoline BrC=1C(=C2C(=CC(=NC2=CC1F)NCCNC(=O)OC(C)(C)C)CC)F